IC(CC)CC(C(=O)[O-])(C)C.[I-].C(CCCCC)OC=1C(=NSN1)C1=CCC[N+](C1)(C(CC)OC(C(C)(C)C)=O)C.C(CCCCC)OC=1C(=NSN1)C1=CCC[N+](C1)(C)C(CC)OC(C(C)(C)C)=O 5-(4-(hexyloxy)-1,2,5-thiadiazol-3-yl)-1-methyl-1-(1-(pivaloyloxy)propyl)-1,2,3,6-tetrahydropyridin-1-ium iodide 1-iodopropyl-pivalate